COC1=CC(=C(C(=C1)C)N1C=[N+](C(=C1C)C)C1=C(C=C(C=C1C)OC)C)C 1,3-di(4-methoxy-2,6-dimethylphenyl)-4,5-dimethylimidazolium